3-(2-{[(3S)-piperidin-3-yl]amino}-5-(trifluoromethyl)pyrimidin-4-yl)-1H,4H,7H,8H,9H-pyrrolo[2,3-c]azocin-9-one N1C[C@H](CCC1)NC1=NC=C(C(=N1)C1=CNC=2C(NCC=CCC21)=O)C(F)(F)F